N-[(2-aminoquinolin-7-yl)methyl]-N-(4-chloro-1,1-dioxo-2,3-dihydro-1λ6-benzothiophen-7-yl)acetamide NC1=NC2=CC(=CC=C2C=C1)CN(C(C)=O)C1=CC=C(C=2CCS(C21)(=O)=O)Cl